Ethylene Acetyl Acetate C(C)(=O)OC(C)=O.C=C